CC1=NOC(=C1C=1C=C2C(=NC1)N=C(N2C(C)C2=CC=CC=C2)NCC)C 6-(3,5-dimethylisoxazol-4-yl)-N-ethyl-1-(1-phenylethyl)-1H-imidazo[4,5-b]pyridin-2-amine